N-((2-(3-(tert-butyl)-1H-pyrazol-1-yl)pyridin-3-yl)methyl)-2-chloro-9-isopropyl-9H-purin-6-amine C(C)(C)(C)C1=NN(C=C1)C1=NC=CC=C1CNC1=C2N=CN(C2=NC(=N1)Cl)C(C)C